2-(2-methoxyphenoxy)-1-(4-methoxyphenyl)ethanol COC1=C(OCC(O)C2=CC=C(C=C2)OC)C=CC=C1